C1(CC1)C=1N=CN(C1)COCC[Si](C)(C)C 4-cyclopropyl-1-((2-(trimethylsilyl)ethoxy)methyl)-1H-imidazole